6-azaspiro[3.4]octane-6-carboxylic acid (1,1-2H2)-ethyl ester C(C)([2H])([2H])OC(=O)N1CC2(CCC2)CC1